BrC1=C(C=C2C(=NC(=NC2=C1C)F)N1[C@@H]2[C@H]([C@@H]2COCC1)F)F (1S,7S,8S)-2-(7-Bromo-2,6-difluoro-8-methylquinazolin-4-yl)-8-fluoro-5-oxa-2-azabicyclo[5.1.0]octane